6-(5-(3-chlorobenzyl)pyridin-2-ylcarbamoyl)pyridazine-3-carboxylic acid methyl ester COC(=O)C=1N=NC(=CC1)C(NC1=NC=C(C=C1)CC1=CC(=CC=C1)Cl)=O